5-(2-((1'-(4-amino-5-methoxy-2-(1-methyl-1H-pyrazol-4-yl)phenyl)-[1,4'-bipiperidin]-4-yl)methyl)-2,9-diazaspiro[5.5]undec-9-yl)-2-(2,6-dioxopiperidin-3-yl)isoindoline-1,3-dione NC1=CC(=C(C=C1OC)N1CCC(CC1)N1CCC(CC1)CN1CC2(CCC1)CCN(CC2)C=2C=C1C(N(C(C1=CC2)=O)C2C(NC(CC2)=O)=O)=O)C=2C=NN(C2)C